1-(3,4-dichlorophenyl)-7-(3,5-dimethylmorpholinyl)-3-(pyridin-3-yl)quinazolin-2,4(1H,3H)-dione ClC=1C=C(C=CC1Cl)N1C(N(C(C2=CC=C(C=C12)N1C(COCC1C)C)=O)C=1C=NC=CC1)=O